methyl 2-[6-[3-(6-methyl-2-pyridyl)-1H-pyrazol-4-yl]-1,5-naphthyridin-4-yl]oxazole-4-carboxylate CC1=CC=CC(=N1)C1=NNC=C1C=1N=C2C(=CC=NC2=CC1)C=1OC=C(N1)C(=O)OC